5-[[4-(7-Chloro-2,5,8-trideuterio-[1,2,4]triazolo[1,5-a]pyridin-6-yl)-1-piperidyl]sulfonyl]-2-methyl-oxazole ClC1=C(C=2N(C(=C1C1CCN(CC1)S(=O)(=O)C1=CN=C(O1)C)[2H])N=C(N2)[2H])[2H]